13-chloro-4-fluoro-14,19-dimethoxy-20-methyl-16,16-dioxo-9-oxa-16λ6-thia-17-azatetracyclo[16.3.1.111,15.02,7]tricosa-1(21),2(7),3,5,11,13,15(23),18(22),19-nonaen-10-one ClC=1C=C2C(OCC=3C=CC(=CC3C3=CC(=C(C(NS(C(C1OC)=C2)(=O)=O)=C3)OC)C)F)=O